(S)-1-(6-amino-5-((2-amino-3-chloropyridin-4-yl)thio)pyrazin-2-yl)-3'-chloro-4'H,6'H-spiro[piperidine-4,5'-pyrrolo[1,2-b]pyrazol]-4'-amine NC1=C(N=CC(=N1)N1CCC2([C@@H](C=3N(N=CC3Cl)C2)N)CC1)SC1=C(C(=NC=C1)N)Cl